CC(CCC=1N=C(N(C1)COCC[Si](C)(C)C)C1OC2=CC=C(C=C2CC1)O)(C)C [4-(3,3-dimethylbutyl)-1-(2-trimethylsilylethoxymethyl)imidazol-2-yl]chroman-6-ol